N-[5-[4-(dimethylamino)-1-piperidyl]-2-pyridyl]-4-(3-isopropylpyrazolo[1,5-a]pyridin-5-yl)pyrimidin-2-amine CN(C1CCN(CC1)C=1C=CC(=NC1)NC1=NC=CC(=N1)C1=CC=2N(C=C1)N=CC2C(C)C)C